C1(CC1)N1C(C(C2=C1N=NC(=C2)NC2C[C@@H]1[C@@H](CN(C1)CC1CCOCC1)C2)(C)C)=O 7-cyclopropyl-5,5-dimethyl-3-(((3aR,5s,6aS)-2-((tetrahydro-2H-pyran-4-yl)methyl)octahydrocyclopenta[c]pyrrol-5-yl)amino)-5,7-dihydro-6H-pyrrolo[2,3-c]pyridazin-6-one